N-[(6-Amino-2-pyridyl)sulfonyl]-5-[2-(trifluoromethyl)phenyl]-2-(2,2,4-trimethylpyrrolidin-1-yl)pyridin-3-carboxamid NC1=CC=CC(=N1)S(=O)(=O)NC(=O)C=1C(=NC=C(C1)C1=C(C=CC=C1)C(F)(F)F)N1C(CC(C1)C)(C)C